OCC1C2C(N3N1C(CC3(C)C)=O)C=3C=CC=C(C3C2)OC 10-(Hydroxymethyl)-8-methoxy-3,3-dimethyl-2,3,4a,9,9a,10-hexahydro-1H-indeno[1,2-c]pyrazolo[1,2-a]pyrazol-1-one